BrC=1C(=C(C#N)C=CC1)C bromo-o-methylbenzonitrile